5-(prop-1-en-2-yl)-1H-pyrazolo[3,4-b]pyridine-3-carboxylic acid methyl ester COC(=O)C1=NNC2=NC=C(C=C21)C(=C)C